ClC=1C=C(C=CC1C1COC1)CC1CN(CCO1)C(=O)OC(C)(C)C tert-butyl 2-[[3-chloro-4-(oxetan-3-yl)phenyl]methyl]morpholine-4-carboxylate